2-{3-[1-(2,6-dichloro-3-fluorophenyl)ethoxy]Phenyl}-4,4,5,5-tetramethyl-1,3,2-dioxaborolan ClC1=C(C(=CC=C1F)Cl)C(C)OC=1C=C(C=CC1)B1OC(C(O1)(C)C)(C)C